3-Methyl-L-Valine CC([C@H](N)C(=O)O)(C)C